1-(3-(1-acetylpiperidin-4-yl)-1H-indol-6-yl)dihydropyrimidine C(C)(=O)N1CCC(CC1)C1=CNC2=CC(=CC=C12)N1CNCC=C1